Cyclopropyl-(2-(6-(2-ethyl-5-fluoro-4-hydroxyphenyl)-1H-indazol-3-yl)pyrrolo[3,4-d]imidazol-5(1H,4H,6H)-yl)methanone C1(CC1)C(=O)N1CC=2NC(=NC2C1)C1=NNC2=CC(=CC=C12)C1=C(C=C(C(=C1)F)O)CC